4-(5-(3-((2-(4-ethoxy-4-oxobutanoyl)-4-fluoro-6-methoxybenzo[b]thiophen-5-yl)oxy)propoxy)-4-fluoro-6-methoxyisoindolin-2-yl)-4-oxobutanoic acid ethyl ester C(C)OC(CCC(=O)N1CC2=CC(=C(C(=C2C1)F)OCCCOC1=C(C2=C(SC(=C2)C(CCC(=O)OCC)=O)C=C1OC)F)OC)=O